COC1=C(OCC2=CC=C(C(=O)N(C)C)C=C2)C=CC(=C1)CN1CC2=CC=C(C=C2C1)SC 4-((2-Methoxy-4-((5-(methylthio)isoindolin-2-yl)methyl)phenoxy)methyl)-N,N-dimethylbenzamide